ethyl 2-[(6-chloro-3-nitropyridin-2-yl)sulfanyl]acetate ClC1=CC=C(C(=N1)SCC(=O)OCC)[N+](=O)[O-]